OC1(CCC(CC1)N1C2C(CC1)N(CC2)C(CNC(C2=CC(=CC=C2)C(F)(F)F)=O)=O)C2=CC=C(C=N2)N2CCC(CC2)C(=O)N(C)C (6-((1s,4s)-1-hydroxy-4-(4-((3-(trifluoromethyl)benzoyl)glycyl)hexahydropyrrolo[3,2-b]pyrrol-1(2H)-yl)cyclohexyl)pyridin-3-yl)-N,N-dimethylpiperidine-4-carboxamide